silicate aluminum magnesium [Mg+2].[Al+3].[Si]([O-])([O-])([O-])[O-]